NC(C(=O)O)CCC1=CC(=C(C=C1)C(NC)=O)OC 2-Amino-4-(3-methoxy-4-(methylcarbamoyl)phenyl)butanoic acid